N-(3-trifluoromethyl-phenyl)-N-[4-carbamoyl-2-(1H-tetrazol-5-yl)-phenyl]urea FC(C=1C=C(C=CC1)N(C(=O)N)C1=C(C=C(C=C1)C(N)=O)C1=NN=NN1)(F)F